(S)-2-(3-methyl-5-((4-methyl-4H-1,2,4-triazol-3-yl)(oxetan-3-yl)methyl)phenyl)-6-(((1-methylcyclobutyl)amino)methyl)-4-(trifluoromethyl)isoindolin-1-one CC=1C=C(C=C(C1)[C@H](C1COC1)C1=NN=CN1C)N1C(C2=CC(=CC(=C2C1)C(F)(F)F)CNC1(CCC1)C)=O